N1=C(C=CC=C1)C1=NN(C=C1C1=CC=NC2=CC=CC=C12)CC(=O)N 2-(3-PYRIDIN-2-YL-4-CHINOLIN-4-YL-PYRAZOL-1-YL)-ACETAMID